(3R)-N-[8-bromo-2-(5-fluoro-3-pyridinyl)pyrazolo[1,5-a][1,3,5]Triazin-4-yl]-2,3,4,9-tetrahydro-1H-carbazol-3-amine BrC=1C=NN2C1N=C(N=C2N[C@@H]2CCC=1NC3=CC=CC=C3C1C2)C=2C=NC=C(C2)F